2-(3-methoxyphenyl)-2-methyl-4-hydroxy-5-amino-3(2H)-furanone COC=1C=C(C=CC1)C1(OC(=C(C1=O)O)N)C